5-(4-ethynylphenoxy)-1H-1,2,3-triazole-4-carboxylic acid ethyl ester C(C)OC(=O)C=1N=NNC1OC1=CC=C(C=C1)C#C